ClC1=CC=C(C=C1)CCC1=NOC(=N1)CN1N=CC(=C(C1=O)C)C(=O)NC 1-({3-[2-(4-chlorophenyl)ethyl]-1,2,4-oxadiazol-5-yl}methyl)-N,5-dimethyl-6-oxo-1,6-dihydropyridazine-4-carboxamide